N1C=CC2=CC=CC(=C12)C1=CC=C(C=2NC=NC21)OC 4-(1H-indol-7-yl)-7-methoxy-1H-1,3-benzodiazol